2,4-dichlorophenoxyacetaldoxime ClC1=C(OCC=NO)C=CC(=C1)Cl